(2S)-2-amino-4-[2,2-difluoroethyl-[4-(5,6,7,8-tetrahydro-1,8-naphthyridin-2-yl)butyl]amino]butanoic acid N[C@H](C(=O)O)CCN(CCCCC1=NC=2NCCCC2C=C1)CC(F)F